CC1=CC(=CC(=N1)N1C(CC[C@H]1C(=O)N1CCOCC1)=O)C(F)(F)F (S)-1-[6-methyl-4-(trifluoromethyl)pyridin-2-yl]-5-(morpholin-4-carbonyl)pyrrolidin-2-one